C(C)(C)(C)OC(NC=1C(=NC=CC1C1=C(C=CC(=C1)F)F)C1=CCC(CC1)(F)F)=O (2-(4,4-difluorocyclohex-1-en-1-yl)-4-(2,5-difluorophenyl)pyridin-3-yl)carbamic acid tert-butyl ester